2-(5-bromobenzofuran-2-yl)-5-(ethyldithio)-1,3,4-oxadiazole BrC=1C=CC2=C(C=C(O2)C=2OC(=NN2)SSCC)C1